2-(3,8-diazabicyclo[3.2.1]octan-8-yl)-N-(1-cyanocyclopropyl)-4-(5-(difluoromethyl)-1,3,4-thiadiazol-2-yl)quinazoline-6-sulfonamide C12CNCC(CC1)N2C2=NC1=CC=C(C=C1C(=N2)C=2SC(=NN2)C(F)F)S(=O)(=O)NC2(CC2)C#N